BrC=1C=C(C=C2C(N(C(C12)C1=C(C=CC(=C1)F)Cl)CC1=CC=C(C=C1)OC)=O)C(=O)NOC(C(C)(C)C)=O 7-Bromo-1-(2-chloro-5-fluorophenyl)-N-[(2,2-dimethylpropionyl)oxy]-2-[(4-methoxyphenyl)methyl]-3-oxo-2,3-dihydro-1H-isoindole-5-carboxamide